5-iodo-N-(3-methyl-4-((1-methyl-1H-benzoimidazol-5-yl)oxy)phenyl)-6-methylthiopyrimidin-4-amine IC=1C(=NC=NC1SC)NC1=CC(=C(C=C1)OC1=CC2=C(N(C=N2)C)C=C1)C